C(C(=C)C)(=O)OCCC[Si](O[Si](C)(C)C)(O[Si](C)(C)C)O[Si](C)(C)C 3-Methacryloxypropyl-Tris-(Trimethylsiloxy)Silane